[2-(Cyclopropanecarbonyl)-3-methyl-2,6-diazaspiro[3.3]heptan-6-yl]-(5-isopropyl-1H-pyrazol-3-yl)methanone C1(CC1)C(=O)N1CC2(C1C)CN(C2)C(=O)C2=NNC(=C2)C(C)C